Methyl 3-[3-[[(3R,4R)-4-[4-chloro-2-(5-fluoro-2-pyridyl)-1H-imidazol-5-yl]-3-methyl-1-piperidyl]sulfonyl]propanoylamino]azetidine-1-carboxylate ClC=1N=C(NC1[C@H]1[C@H](CN(CC1)S(=O)(=O)CCC(=O)NC1CN(C1)C(=O)OC)C)C1=NC=C(C=C1)F